[N-]=[N+]=[N-].[K+] potassium azide